(2-FORMYL-IMIDAZOL-1-YL)-ACETIC ACID METHYL ESTER COC(CN1C(=NC=C1)C=O)=O